OCCN1CC=2C=C(C(N(C2CC1)C)=O)NC=1N=CC2=C(N1)C(=NC=C2)N2CCSCC2 6-(2-hydroxyethyl)-1-methyl-3-((8-thiomorpholinylpyrido[3,4-d]pyrimidin-2-yl)amino)-5,6,7,8-tetrahydro-1,6-naphthyridin-2(1H)-one